CCCCCCCCCCCCC(=O)O[C@H](COC(=O)CCCCCC/C=C\C/C=C\C/C=C\CCCCC)COP(=O)([O-])OCC[N+](C)(C)C 1-(8Z,11Z,14Z-eicosatrienoyl)-2-tridecanoyl-glycero-3-phosphocholine